(S)-1-((2S,5R)-5-((R)-1,2-dihydroxyethyl)-3-methylenetetrahydrofuran-2-yl)-5-methylhepta-5,6-dien-3-yl 4-nitrobenzoate [N+](=O)([O-])C1=CC=C(C(=O)O[C@@H](CC[C@@H]2O[C@H](CC2=C)[C@@H](CO)O)CC(=C=C)C)C=C1